FC(C(=O)O)(C1=C(C=CC(=C1)C(F)(F)F)F)F α,α,2-trifluoro-5-(trifluoromethyl)-benzeneacetic acid